(S)-N1-(42-amino-39-oxo-3,6,9,12,15,18,21,24,27,30,33,36-dodecaoxa-40-azadotetracontyl)-N4-(4-((2-(2-cyano-4,4-difluoropyrrolidin-1-yl)-2-oxoethyl)carbamoyl)quinolin-8-yl)succinamide NCCNC(CCOCCOCCOCCOCCOCCOCCOCCOCCOCCOCCOCCOCCNC(CCC(=O)NC=1C=CC=C2C(=CC=NC12)C(NCC(=O)N1[C@@H](CC(C1)(F)F)C#N)=O)=O)=O